C(O)(O)=O.C=CC(C)=C isoprene carbonate